O=C1NC(CCC1N1C(C2=CC=CC(=C2C1)CN1CCN(CC1)CC(=O)OC(C)(C)C)=O)=O tert-butyl 2-(4-((2-(2,6-dioxopiperidin-3-yl)-1-oxoisoindolin-4-yl)methyl)piperazin-1-yl)acetate